C(C)OC([C@@H](N(C(=O)OCC)CCCC)CC(C)C)=O N-butyl-N-(ethoxycarbonyl)leucine ethyl ester